tert-butyl (1-(5-(2-amino-5-chlorophenyl)pyridin-2-yl)-2-phenylethyl)carbamate NC1=C(C=C(C=C1)Cl)C=1C=CC(=NC1)C(CC1=CC=CC=C1)NC(OC(C)(C)C)=O